4-(3,5-dichloro-4-hydroxybenzamido)-N-(2-(trifluoromethyl)phenethyl)thiazole-5-carboxamide ClC=1C=C(C(=O)NC=2N=CSC2C(=O)NCCC2=C(C=CC=C2)C(F)(F)F)C=C(C1O)Cl